Dibenzo[1,4]oxazin C1=CC=CC=2OC3=C(NC21)C=CC=C3